(3R,4R)-3-(4-Fluorophenoxymethyl)-4-methyl-2-(2-methyl-5-phenyl-1,3-thiazol-4-carbonyl)-2-azabicyclo[3.1.1]heptan FC1=CC=C(OC[C@@H]2N(C3CC([C@H]2C)C3)C(=O)C=3N=C(SC3C3=CC=CC=C3)C)C=C1